C(C)(=O)OOC(C)(C)CC tertamyl peroxyacetate